N1C=C(C=2C1=NC=CC2)C=2C=C(C=CC2)C2=CC(=NO2)[C@]2(C(N(CC2)C)=O)O (R,S)-3-(5-(3-(1H-Pyrrolo[2,3-b]pyridin-3-yl)phenyl)isoxazol-3-yl)-3-hydroxy-1-methylpyrrolidin-2-one